N12CCOCCOCCN(CCOCCOCC1)CCOCCOCC2 4,7,13,16,21,24-hexaoxa-1,10-diaza-bicyclo[8.8.8]hexacosane